CC1N(CCOC1)C=1C=C(C=2N(N1)C(=NN2)C2=CC=NN2)C2=CC=NN2C 3-methyl-4-(8-(1-methyl-1H-pyrazol-5-yl)-3-(1H-pyrazol-5-yl)-[1,2,4]triazolo[4,3-b]pyridazin-6-yl)morpholine